5-[(4-methoxyphenyl)methoxy]-N,N-dimethyl-7-morpholino-quinazolin-4-amine COC1=CC=C(C=C1)COC1=C2C(=NC=NC2=CC(=C1)N1CCOCC1)N(C)C